O=C1CC[C@H](N1)COC1=NC=CC2=CC(=C(C=C12)OC=C=C)C(=O)N 1-{[(2S)-5-oxopyrrolidin-2-yl]methoxy}-7-(allenyloxy)isoquinoline-6-carboxamide